FC1=C(C(=C(C(=C1[B-](C1=C(C(=C(C(=C1F)F)F)F)F)(C1=C(C(=C(C(=C1F)F)F)F)F)C1=C(C(=C(C(=C1F)F)F)F)F)F)F)F)F.ClC1=[N+](C=CC=C1)CC1=C(C=C(C=C1C)C)C 2-chloro-1-(2,4,6-trimethylbenzyl)pyridinium tetrakis(pentafluorophenyl)borate